3-(5-(tert-butylsulfonyl)pyrazolo[1,5-a]pyridin-3-yl)-6-fluoropyridin-2-amine C(C)(C)(C)S(=O)(=O)C1=CC=2N(C=C1)N=CC2C=2C(=NC(=CC2)F)N